tert-butyl (S)-2-allyl-4-(4-methoxybenzoyl)-3-oxopiperazine-1-carboxylate C(C=C)[C@@H]1N(CCN(C1=O)C(C1=CC=C(C=C1)OC)=O)C(=O)OC(C)(C)C